5-ethylsulfonyl-1-methyl-2-(2,2,2-trifluoroethoxy)imidazole-4-carboxylic acid C(C)S(=O)(=O)C1=C(N=C(N1C)OCC(F)(F)F)C(=O)O